gamma-glycidoxypropylphenyldimethoxysilane C(C1CO1)OCCC[Si](OC)(OC)C1=CC=CC=C1